2-[(2S)-1,4-Dioxan-2-ylmethyl]-N-[2-(1,3-thiazol-2-yl)ethyl]-8-(trifluoromethyl)-4,5-dihydro-2H-furo[2,3-g]indazol-7-carboxamide O1[C@H](COCC1)CN1N=C2C3=C(CCC2=C1)OC(=C3C(F)(F)F)C(=O)NCCC=3SC=CN3